C1(CCCC1)OC(C(C)(C)O)=O.FC=1C=C(NCC2=C(C(=C(C(=C2SC)F)F)F)F)C=CC1OC 3-fluoro-4-methoxy-N-(2,3,4,5-tetrafluoro-6-(methylthio)benzyl)aniline cyclopentyl-α-hydroxyisobutyrate